7-methoxy-2-methyl-N-{5-methyl-6-[(3S)-3-methylpiperazin-1-yl]pyridazin-3-yl}imidazo[1,2-a]pyridine-6-carboxamide COC1=CC=2N(C=C1C(=O)NC=1N=NC(=C(C1)C)N1C[C@@H](NCC1)C)C=C(N2)C